ClC1=CC=C(OC=2C=C(C=CC2)C=2C=C(C(=NC2)C(=O)NCC(C(=O)O)(C)C)O)C=C1 3-(5-(3-(4-Chlorophenoxy)phenyl)-3-hydroxypicolinamido)-2,2-dimethylpropionic acid